C(C)(C)(C)OC(=O)N1C2CNCC1CC2 Tert-butyl-3,8-diazabicyclo[3.2.1]octane-8-carboxylate